(S)-2-(5-cyano-6-(2-methylazetidine-1-yl)-4-(trifluoromethyl)pyridin-2-yl)-2-azaspiro[3.3]heptan-6-carboxylic acid C(#N)C=1C(=CC(=NC1N1[C@H](CC1)C)N1CC2(C1)CC(C2)C(=O)O)C(F)(F)F